C(CCC)(=O)NCCCC(=O)O N-Butyryl-γ-Aminobutyric Acid